N-(1-(4-((2-fluoro-3-methyl-4-((1-methyl-1H-benzo[d][1,2,3]triazol-5-yl)oxy)phenyl)amino)pyrido[3,2-d]pyrimidin-6-yl)-4-methylpiperidin-4-yl)acrylamide FC1=C(C=CC(=C1C)OC1=CC2=C(N(N=N2)C)C=C1)NC=1C2=C(N=CN1)C=CC(=N2)N2CCC(CC2)(C)NC(C=C)=O